(methylthio)-4-oxoquinoline CSC1=NC2=CC=CC=C2C(C1)=O